O1C(OCCC1)CCC(C=1N=C(OC1)C=1C(=NC=NC1)NC1=CC(=C(C=C1)OC1=CC2=C(N(C=N2)C)C=C1)C)NS(=O)C(C)(C)C N-(3-(1,3-dioxane-2-yl)-1-(2-(4-((3-methyl-4-((1-methyl-1H-benzo[d]imidazol-5-yl)oxy)phenyl)amino)pyrimidin-5-yl)oxazol-4-yl)propyl)-2-methylpropane-2-sulfinamide